trichloroisocyanuric acid sodium salt [Na].ClN1C(N(C(N(C1=O)Cl)=O)Cl)=O